N-(3-cyano-4-fluorophenyl)-N-(4-fluorobenzyl)benzenesulfonamide C(#N)C=1C=C(C=CC1F)N(S(=O)(=O)C1=CC=CC=C1)CC1=CC=C(C=C1)F